6'-(2-(4,4,5,5-tetramethyl-1,3,2-dioxaborolan-2-yl)phenyl)spiro[cyclohexane-1,9'-fluorene]-2'-carbonitrile CC1(OB(OC1(C)C)C1=C(C=CC=C1)C=1C=C2C=3C=CC(=CC3C3(C2=CC1)CCCCC3)C#N)C